2-((2-fluoro-4-(trifluoromethoxy)phenyl)sulfonyl)-6-(tetrahydro-2H-pyran-4-yl)-2,6-diazaspiro[3.3]heptane FC1=C(C=CC(=C1)OC(F)(F)F)S(=O)(=O)N1CC2(C1)CN(C2)C2CCOCC2